CN(CCOC=1C=CC(=C(C(=O)N[C@H](C)C2=CC(=CC(=C2)C=2C=NN(C2)C)C2=NN(C=C2)C)C1)C)C (R)-5-(2-(dimethylamino)ethoxy)-2-methyl-N-(1-(3-(1-methyl-1H-pyrazol-3-yl)-5-(1-methyl-1H-pyrazol-4-yl)phenyl)ethyl)benzamide